BrC=1C(=C2C=NNC2=CC1)[N+](=O)[O-] 5-Bromo-4-nitro-1H-indazole